C1(CC1)C1=NN(C=C1C=1C=CC(=NC1)NC(=O)NC1=NC(=CC=C1)C1=NN=CN1C(C)C)C 1-(5-(3-cyclopropyl-1-methyl-1H-pyrazol-4-yl)pyridin-2-yl)-3-(6-(4-isopropyl-4H-1,2,4-triazol-3-yl)pyridin-2-yl)urea